2-amino-2-methylpropanoic acid (R)-1-cyclohexylethyl ester hydrochloride Cl.C1(CCCCC1)[C@@H](C)OC(C(C)(C)N)=O